BrC1=C(C=CC=C1)C(C)(C)C1=C(C=CC=C1)F 1-bromo-2-(2-(2-fluorophenyl)propan-2-yl)benzene